COC=1C=C(C=CC1OC)C1=NOC(=N1)C1CCN(CC1)C(C(C)NC(C1=CC=CC=C1)=O)=O N-[2-[4-[3-(3,4-dimethoxyphenyl)-1,2,4-oxadiazol-5-yl]-1-piperidyl]-1-methyl-2-oxo-ethyl]benzamide